C(C)(C)(C)[C@@H]1CC=2C=C3C(=NC2CC1)SC(=C3)C(=O)N[C@H](CCN3[C@@H](CCC3)COC)C3=CC=C(C=C3)C3=CNC(C=C3)=O (6S)-6-tert-butyl-N-[(1R)-1-[4-(6-oxo-1H-pyridin-3-yl)phenyl]-3-[(2S)-2-(methoxymethyl)pyrrolidin-1-yl]propyl]-5,6,7,8-tetrahydrothieno[2,3-b]quinoline-2-carboxamide